NC(NC)=NC1=NC=C(C(=O)N(C2COC3=C2C=CC(=C3)C3=CC=NC=C3)C)C=C1 6-((amino(methylamino)methylene)amino)-N-methyl-N-(6-(pyridin-4-yl)-2,3-dihydrobenzofuran-3-yl)nicotinamide